CC1=NC=C(C(=O)NCCN2CCCC2)C=C1NC1=NN(C=2C=3N(N=CC21)C=C(C3)C=3C=NN(C3)C)C 6-methyl-5-((1-methyl-8-(1-methyl-1H-pyrazol-4-yl)-1H-pyrazolo[3,4-d]pyrrolo[1,2-b]pyridazin-3-yl)amino)-N-(2-(pyrrolidin-1-yl)ethyl)nicotinamide